ClC1=C(C=CC(=C1)F)C1=CC=NC2=CC(=CC=C12)O[C@@H](C(=O)N1CCN(CC1)C(CC)=O)C (2R)-2-[[4-(2-chloro-4-fluoro-phenyl)-7-quinolyl]oxy]-1-(4-propanoylpiperazin-1-yl)propan-1-one